C(C)OC1=CC(=NC=C1)C(=O)NC1=CC(=C(C=C1)C)NC(=O)C1=CN=CN1C 4-Ethoxy-N-(4-methyl-3-{[(1-methyl-1H-imidazol-5-yl)carbonyl]amino}phenyl)-pyridine-2-carboxamide